Bicyclo[3.2.1]octane C12CCCC(CC1)C2